2-(6-(3-cyclopropyl-4-(quinoxalin-2-yl)-1H-pyrazol-1-yl)spiro[3.3]heptan-2-yl)ethan-1-amine C1(CC1)C1=NN(C=C1C1=NC2=CC=CC=C2N=C1)C1CC2(CC(C2)CCN)C1